C1NCC2=CC=CC=C12 cis-isoindoline